2-chloro-6-((4,4-difluorocyclohexyl)amino)pyrimidine-4-carbaldehyde ClC1=NC(=CC(=N1)C=O)NC1CCC(CC1)(F)F